CN(C1(CCC2(CNC(N2CCCOC)=O)CC1)C1=CC=CC=C1)C 8-dimethylamino-1-(3-methoxy-propyl)-2-oxo-8-phenyl-1,3-diazaspiro[4.5]decan